C(C)(=O)O[C@H]1C[C@@]2([C@@H]3CC[C@@H]4C[C@H](CC[C@@]4([C@H]3CC[C@@]2([C@H]1C=1C=CC(OC1)=O)C)C)NC(=O)OCCN1CCOCC1)O (3S,5R,8R,9S,10S,13R,14S,16S,17R)-14-hydroxy-10,13-dimethyl-3-(((2-morpholinoethoxy)carbonyl)amino)-17-(2-oxo-2H-pyran-5-yl)hexadecahydro-1H-cyclopenta[a]phenanthren-16-yl acetate